(1R,2R)-2-(5-{[4-(trifluoromethoxy)benzyl]oxy}-3,4'-bipyridin-2'-yl)cyclopropanecarboxylic acid FC(OC1=CC=C(COC=2C=C(C=NC2)C2=CC(=NC=C2)[C@H]2[C@@H](C2)C(=O)O)C=C1)(F)F